2-[(6-bromo-2,2-difluoro-1,3-benzodioxol-5-yl)amino]-N-(2-pyrrolidin-1-ylethyl)pyridine-3-carboxamide BrC=1C(=CC2=C(OC(O2)(F)F)C1)NC1=NC=CC=C1C(=O)NCCN1CCCC1